ClC=1SC(=CC1C1=NC(=C(C#N)C(=C1)C1=CC=C(C=C1)OC)OC)Cl 6-(2,5-Dichloro-thiophen-3-yl)-2-methoxy-4-(4-methoxy-phenyl)-nicotinonitrile